CN1CC(C1)(C)[C@@](C=1C=C(C=NC1)N1C(C2(CC1)CCCCC2)=O)(C2=CC=C(C=C2)C(C)C)O 2-{5-[(R)-(1,3-dimethyl-azetidin-3-yl)-hydroxy-(4-isopropyl-phenyl)-methyl]-pyridin-3-yl}-2-aza-spiro[4.5]decan-1-one